NCCCN1CCCC1 N-(3-amino-propyl)pyrrolidine